4-(3-((9-(4-(tert-butyl)pyridin-2-yl)-9H-carbazol-2-yl)oxy)phenyl)-1-(3,5-di-tert-butylphenyl)-4H-1,2,4-triazol-1-ium tetrafluoroborate F[B-](F)(F)F.C(C)(C)(C)C1=CC(=NC=C1)N1C2=CC=CC=C2C=2C=CC(=CC12)OC=1C=C(C=CC1)N1C=N[N+](=C1)C1=CC(=CC(=C1)C(C)(C)C)C(C)(C)C